[Si](C)(C)(C(C)(C)C)OC1[C@@H]2N(C(C3=C(N1C(=O)OCC=C)C=C(C(=C3)OC)OCCCCCI)=O)CC(C2)=C (11aR)-allyl 11-((tert-butyldimethylsilyl) oxy)-8-((5-iodopentyl) oxy)-7-methoxy-2-methylene-5-oxo-2,3,11,11a-tetrahydro-1H-benzo[e]pyrrolo[1,2-a][1,4]diazepine-10(5H)-carboxylate